C(C)(=O)N[C@H](C(=O)OCC)CS (R)-ethyl 2-acetamido-3-mercaptopropanoate